8-(4-(methoxy)phenyl)-N-(3-(4-isobutylpiperazin-1-yl)phenyl)quinazolin-2-amine COC1=CC=C(C=C1)C=1C=CC=C2C=NC(=NC12)NC1=CC(=CC=C1)N1CCN(CC1)CC(C)C